tris(ethoxy)-n-butoxysilyl ether C(C)OC(CCCO[SiH2]O[SiH2]OCCCC(OCC)(OCC)OCC)(OCC)OCC